N(=O)P([O-])([O-])([O-])N=O dinitroso-phosphite